N-(imino(oxetan-3-yl)methyl)acetamide N=C(NC(C)=O)C1COC1